N,3,3-trimethylpiperidine CN1CC(CCC1)(C)C